3-cyclobutoxy-pyridin-4-amine C1(CCC1)OC=1C=NC=CC1N